ClC1=C(CNC2=NS(C3=C(N2)C(=C(C=C3)F)C(C)C3=C(C=CC=C3)F)(=O)=O)C(=CC=C1)Cl 3-((2,6-dichlorobenzyl)amino)-6-fluoro-5-(1-(2-fluorophenyl)ethyl)-4H-benzo[e][1,2,4]thiadiazine 1,1-dioxide